C1(=CC=CC=C1)P(C(CCO)CC)C1=CC=CC=C1 3-(diphenylphosphino)-1-pentanol